9,9-bis(4-hydroxyphenyl)-3,6-bis(2-naphthyl)fluorene OC1=CC=C(C=C1)C1(C2=CC=C(C=C2C=2C=C(C=CC12)C1=CC2=CC=CC=C2C=C1)C1=CC2=CC=CC=C2C=C1)C1=CC=C(C=C1)O